4-((3-fluoroazetidin-1-yl)methyl)piperidine FC1CN(C1)CC1CCNCC1